C(C)(C)C1=C(C=C(C=C1)C)N1C(SC=C1)=N 3-(2-isopropyl-5-methylphenyl)thiazole-2(3H)-imine